tris(3,6,8-tri-tert-butyl-2-naphthyl) phosphite P(OC1=CC2=C(C=C(C=C2C=C1C(C)(C)C)C(C)(C)C)C(C)(C)C)(OC1=CC2=C(C=C(C=C2C=C1C(C)(C)C)C(C)(C)C)C(C)(C)C)OC1=CC2=C(C=C(C=C2C=C1C(C)(C)C)C(C)(C)C)C(C)(C)C